L-lysine acetate C(C)(=O)O.N[C@@H](CCCCN)C(=O)O